methyl 6-cyano-2-(3-iodophenyl)-2,6-dimethyl-heptanoate C(#N)C(CCCC(C(=O)OC)(C)C1=CC(=CC=C1)I)(C)C